3-bromo-N-methyl-4-[[(1S)-1-phenylethyl]amino]benzenesulfonamide BrC=1C=C(C=CC1N[C@@H](C)C1=CC=CC=C1)S(=O)(=O)NC